COC1=CC=2CC3=CC=CC=C3N(C2C=C1OCCCN1CCCC1)CC(C)OC 2-methoxy-N-(2-methoxypropyl)-3-[3-(pyrrolidin-1-yl)propoxy]acridin